tert-butyl N-({1-[7-({6-methylimidazo[1,2-a]pyridin-2-yl}methyl)-8-oxo-7,8-dihydro-2,7-naphthyridin-4-yl]piperidin-4-yl}methyl)carbamate CC=1C=CC=2N(C1)C=C(N2)CN2C=CC=1C(=CN=CC1C2=O)N2CCC(CC2)CNC(OC(C)(C)C)=O